CC(C)(C1=CC(=C(C(=C1)Cl)O)Cl)C2=CC(=C(C(=C2)Cl)O)Cl 3,3',5,5'-tetrachlorobisphenol A